N1,N10-bis(3-(2,6-Dioxopiperidin-3-yl)-2-methyl-4-oxo-3,4-dihydroquinazolin-5-yl)decanediamide O=C1NC(CCC1N1C(=NC2=CC=CC(=C2C1=O)NC(CCCCCCCCC(=O)NC1=C2C(N(C(=NC2=CC=C1)C)C1C(NC(CC1)=O)=O)=O)=O)C)=O